(S)-1-((3,5-bis((1,3-dihydroxypropan-2-yl) carbamoyl)-2,4-diiodophenyl) amino)-1-oxo-propan-2-yl acetate C(C)(=O)O[C@H](C(=O)NC1=C(C(=C(C(=C1)C(NC(CO)CO)=O)I)C(NC(CO)CO)=O)I)C